OC(C)C1=C(C=C(C=C1)N1C=NC=2C1=NC=C(C2)NC=2N=NC(=CC2)C)N2N=C(C=C2C)C#N 1-[2-(1-Hydroxyethyl)-5-[6-[(6-methylpyridazin-3-yl)amino]imidazo[4,5-b]pyridin-3-yl]phenyl]-5-methyl-pyrazole-3-carbonitrile